C(C)(=O)NC1=NC=CC(=C1)C1=C(N=C(N1COCC[Si](C)(C)C)SC)C1=CC(=CS1)NC(C1=C(C=CC=C1F)F)=O N-(5-(5-(2-acetamidopyridin-4-yl)-2-(methylthio)-1-((2-(trimethylsilyl)ethoxy)methyl)-1H-imidazol-4-yl)thiophen-3-yl)-2,6-difluorobenzamide